ClC=1C(=NC2=CC=CC=C2C1)NC1=CC=C(C=C1)OC(F)(F)F chloro-N-[4-(trifluoromethoxy)phenyl]quinolin-2-amine